ClC=1C=CC(=C2C=NNC12)C=1N(N=C2C1CN(CC2)C2=NC=C(C=N2)C(F)(F)F)C2=C(C=CC=C2CC)CC 3-(7-chloro-1H-indazol-4-yl)-2-(2,6-diethylphenyl)-5-(5-(trifluoromethyl)pyrimidin-2-yl)-4,5,6,7-tetrahydro-2H-pyrazolo[4,3-c]pyridine